BrC1=CC=C(C=C1)CN (4-Bromophenyl)methylamine